prop-1-ene-1,2,3-tricarboxylic acid C(=C(CC(=O)O)C(=O)O)C(=O)O